4-chloro-5-[4-[2-(difluoromethyl)-4-fluorophenoxy]-2-(hydroxymethyl)-5H,6H,7H,8H-pyrido[3,4-d]pyrimidin-7-yl]-2,3-dihydropyridazin-3-one ClC=1C(NN=CC1N1CC=2N=C(N=C(C2CC1)OC1=C(C=C(C=C1)F)C(F)F)CO)=O